C(C)(C)(C)OC(=O)N[C@@H](C(C)C)C(=O)O\N=C(/N)\C1=CC=C(CNC([C@H](C)NC(=O)[C@@H]2N(CC[C@@H](C2)C2=CC=CC=C2)C(=O)OC(C)(C)C)=O)C=C1 tert-butyl (2R,4S)-2-(((S)-1-((4-((Z)-N'-(((tert-butoxycarbonyl)-L-valyl) oxy) carbamimidoyl) benzyl) amino)-1-oxopropan-2-yl) carbamoyl)-4-phenylpiperidine-1-carboxylate